tert-butyl-4-(3-chloro-4-((3-methoxypropyl)(methyl)carbamoyl) phenyl)piperazine-1-carboxylate C(C)(C)(C)OC(=O)N1CCN(CC1)C1=CC(=C(C=C1)C(N(C)CCCOC)=O)Cl